(Z)-3-methoxy-2-[2-methyl-5-(3-sec-butylpyrazol-1-yl)phenoxy]prop-2-enoic acid methyl ester COC(/C(=C/OC)/OC1=C(C=CC(=C1)N1N=C(C=C1)C(C)CC)C)=O